4-fluoro-1-(oxetan-2-ylmethyl)-1H-benzo[d]imidazole-6-carboxylic acid FC1=CC(=CC=2N(C=NC21)CC2OCC2)C(=O)O